ClC/C=C/C(=O)NC1=C(C=C(C=C1F)C(=O)C1=CC=C2C(=CC=CN12)C1=C(C2=C(N(C(=N2)C)C)C=C1OC)Cl)F (E)-4-chloro-N-(4-(8-(4-chloro-6-methoxy-1,2-dimethyl-1H-benzo[d]imidazol-5-yl)indolizine-3-carbonyl)-2,6-difluorophenyl)but-2-enamide